C1(CCCCC1)(C(=O)OCCCC)C(=O)OCCCCCCCC butyl (octyl) cyclohexanedicarboxylate